acrylic acid (3s,5s,7s)-adamantan-1-yl ester C12(CC3CC(CC(C1)C3)C2)OC(C=C)=O